9-bromo-4,7-dimethylimidazo[1,2-a]quinazolin-5(4H)-one BrC=1C=C(C=C2C(N(C=3N(C12)C=CN3)C)=O)C